C(CCC(=O)O)(=O)O 1,4-butane-dioic acid